OCC(C#C)NC(OCC1=CC=CC=C1)=O Benzyl (1-hydroxybut-3-yn-2-yl)carbamate